P1(=O)(OC2=C(C=C(C=C2C(C)(C)C)C(C)(C)C)C(C2=C(C(=CC(=C2)C(C)(C)C)C(C)(C)C)O1)C(C)(C)CC(C)(C)C)[O-] 2,2'-t-octylmethylene-bis(4,6-di-t-butylphenyl) phosphate